(R)-tert-butyldimethyl-((6-methyl-2,3-dihydro-[1,4]dioxino[2,3-e]benzofuran-3-yl)methoxy)silane C(C)(C)(C)[Si](OC[C@@H]1OC=2C=C(C3=C(C=CO3)C2OC1)C)(C)C